2,6-di-t-butyl-4-methylphenyl-isotridecyl-pentaerythritol diphosphite OP(O)OP(O)O.C(C)(C)(C)C1=C(C(=CC(=C1)C)C(C)(C)C)C(O)(C(CO)(CO)CO)CCCCCCCCCCC(C)C